CC1=C(OC(C(=O)OCC)(C)C)C(=CC(=C1)CN1C(=NN(C1=O)C1=CC=C(C=C1)C(F)(F)F)C)C Ethyl 2-(2,6-dimethyl-4-((3-methyl-5-oxo-1-(4-(trifluoromethyl) phenyl)-1,5-dihydro-4H-1,2,4-triazol-4-yl) methyl) phenoxy)-2-methylpropionate